COC1=C(C=CC=C1)NC=1N=CC2=C(N1)N(C(C=C2C#C[Si](C(C)C)(C(C)C)C(C)C)=O)C2CCC(CC2)NC 2-[(2-methoxyphenyl)amino]-8-[(1s,4s)-4-(methylamino)cyclohexyl]-5-[2-(triisopropylsilyl)ethynyl]pyrido[2,3-d]pyrimidin-7-one